1α,2β-Dihydroxy-3α-dimethylamino-17-hydrazono-androst-4-en-11-one O[C@H]1[C@@H]([C@H](C=C2CC[C@H]3[C@@H]4CCC([C@@]4(C)CC([C@@H]3[C@@]12C)=O)=NN)N(C)C)O